Tert-butyl N-[4-[[4-[5-(2,4-dioxohexahydropyrimidin-1-yl)-2-pyridyl]piperazin-1-yl]methyl]cyclohexyl]carbamate O=C1N(CCC(N1)=O)C=1C=CC(=NC1)N1CCN(CC1)CC1CCC(CC1)NC(OC(C)(C)C)=O